C=CCCCCCCCCCCCCCCCCCCC 1-Heneicosen